BrC1=CC=2N=CN(C(C2N=C1)=O)C(C(=O)OC)C1=CC=CC=C1 methyl 2-(7-bromo-4-oxopyrido[3,2-d]pyrimidin-3(4H)-yl)-2-phenylacetate